N-[6-(5-amino-3-pyridinyl)-2-methoxy-3-pyridinyl]-5-methyl-3-phenyl-isoxazole-4-carboxamide NC=1C=C(C=NC1)C1=CC=C(C(=N1)OC)NC(=O)C=1C(=NOC1C)C1=CC=CC=C1